5-(2,4-difluorophenyl)-N-[4-[(6,7-dimethoxy-1,5-naphthyridin-4-yl)oxy]-3-fluorophenyl]-4-hydroxy-2,6-dimethylpyridine-3-carboxamide FC1=C(C=CC(=C1)F)C=1C(=C(C(=NC1C)C)C(=O)NC1=CC(=C(C=C1)OC1=CC=NC2=CC(=C(N=C12)OC)OC)F)O